FC(F)(F)N1N=CC=C1O (trifluoromethyl)-1H-pyrazol-5-ol